2,6-dinitrobenzenesulfonyl iodide [N+](=O)([O-])C1=C(C(=CC=C1)[N+](=O)[O-])S(=O)(=O)I